5-((1S,4S)-2-oxa-5-azabicyclo[2.2.1]heptan-5-yl)-2-((6-((4,4-dimethylpiperidin-1-yl)methyl)imidazo[1,2-a]pyridin-2-yl)methyl)-2,7-naphthyridin-1(2H)-one [C@@H]12OC[C@@H](N(C1)C1=C3C=CN(C(C3=CN=C1)=O)CC=1N=C3N(C=C(C=C3)CN3CCC(CC3)(C)C)C1)C2